2-(2-bromo-4-methoxyphenyl)-1H-pyrrole BrC1=C(C=CC(=C1)OC)C=1NC=CC1